C(C)(=O)C1=NN(C2=CC=C(C=C12)C=1C=NC(=NC1)C)CC(=O)N1[C@@H]2C[C@@]2(C[C@H]1C(=O)NC1=NC(=C(C=C1CSC)F)Br)C (1R,3S,5R)-2-(2-(3-acetyl-5-(2-methylpyrimidin-5-yl)-1H-indazol-1-yl)acetyl)-N-(6-bromo-5-fluoro-3-((methyl-thio)methyl)pyridin-2-yl)-5-methyl-2-azabicyclo[3.1.0]hexane-3-carboxamide